N-benzyl-1-[[5-[5-(trifluoromethyl)-1,2,4-oxadiazol-3-yl]-2-thienyl]methyl]pyrazole-4-carboxamide C(C1=CC=CC=C1)NC(=O)C=1C=NN(C1)CC=1SC(=CC1)C1=NOC(=N1)C(F)(F)F